ClC=1C=C2CC[C@](C2=CC1)(C(=O)OCC)C(=O)OC |r| racemic-1-ethyl 1-methyl 5-chloro-2,3-dihydro-1H-indene-1,1-dicarboxylate